O=C1C2=CC=CC=C2C(C=2OC(=CC21)C(C)N2CCN(CC2)CC=2C=C1C(N(C(C1=CC2)=O)C2C(NC(CC2)=O)=O)=O)=O 5-((4-(1-(4,9-dioxo-4,9-dihydronaphtho[2,3-b]furan-2-yl)ethyl)piperazin-1-yl)methyl)-2-(2,6-dioxopiperidin-3-yl)isoindoline-1,3-dione